CC1=CC(=NO1)C1=NN=C2N1N=C(C1=CC=CC=C21)OCC2=CC=C(C=N2)C(=O)N2CCN(CC2)C (6-(((3-(5-methylisoxazol-3-yl)-[1,2,4]triazolo[3,4-a]phthalazin-6-yl)oxy)methyl)pyridin-3-yl)(4-methylpiperazin-1-yl)methanone